2-[bis{3,5-di(tert-butyl)-4-methoxyphenyl}phosphino]benzene C(C)(C)(C)C=1C=C(C=C(C1OC)C(C)(C)C)P(C1=CC=CC=C1)C1=CC(=C(C(=C1)C(C)(C)C)OC)C(C)(C)C